C(N)(=O)C=1C=C(C=NC1)[C@H]1N(OCC1)C(=O)C1CCN(CC1)C1=NC=C(C(=N1)OCC(=O)O)F 2-[2-[4-[(3S)-3-(5-carbamoyl-3-pyridyl)isoxazolidine-2-carbonyl]-1-piperidyl]-5-fluoro-pyrimidin-4-yl]oxyacetic acid